C1(CC1)[C@@]1(NC(NC1=O)=O)CNC(=O)C=1C(=CC=CC1)C1=CC=C(C=C1)C(C(F)(F)F)(C)C N-{[(4R)-4-cyclopropyl-2,5-dioxoimidazolidin-4-yl]methyl}-4'-(1,1,1-trifluoro-2-methylpropan-2-yl)[biphenyl]-2-carboxamide